N1(N=CN=C1)C(=O)N1C(CCCC1)CN1N=C(C2=C1NC(NC2=O)=O)C2(CC1=CC(=C(C(=O)N)C=C1F)OC)CC=CC=C2 4-(1-((1-(1H-1,2,4-triazole-1-carbonyl)piperidin-2-yl)methyl-4,6-dioxo-4,5,6,7-tetrahydro-1H-pyrazolo[3,4-d]pyrimidin-3-yl)benzyl)-5-fluoro-2-methoxybenzamide